1-(3-hydroxypropyl)-7-(pyridin-3-yl)-1,4-dihydroquinoxaline-2,3-dione OCCCN1C(C(NC2=CC=C(C=C12)C=1C=NC=CC1)=O)=O